C(C1=CC=CC=C1)[C@H](C(NCCCC[C@H](NC(N[C@@H](CCC(=O)O)C(=O)O)=O)C(=O)O)=O)NC(CCC(=O)O)=O (3S,7S,14R)-14-benzyl-5,13,16-trioxo-4,6,12,15-tetraazaoctadecane-1,3,7,18-tetracarboxylic acid